CC=1N=NC=C(C1[C@@H](C)OC=1C=C2C(=NNC2=CC1)C=1C=C(C#N)C=C(C1)OC(F)(F)F)C 3-[5-[(1R)-1-(3,5-dimethylpyridazin-4-yl)ethoxy]-1H-indazol-3-yl]-5-(trifluoromethoxy)-benzonitrile